Cl.ClC1=C(C(=CC=C1)Cl)C1=CC2=C(N=C(N=C2)NC=2C=NC(=CC2)OC2=NN(C=C2)CC)N(C1=O)C 6-(2,6-dichlorophenyl)-2-((6-((1-ethyl-1H-pyrazol-3-yl)oxy)pyridin-3-yl)amino)-8-methylpyrido[2,3-d]pyrimidin-7(8H)-one hydrochloride